COC1=NC=CC(=C1N)N 2-methoxy-pyridine-3,4-diamine